FC1=CC=C(C=C1)C=1C=C2C3C(CN(C2=CC1OC)S(=O)(=O)C1=CC=C(C=C1)C)(CC1=CC(=C(C=C13)OC)OC)O 2-(4-fluorophenyl)-3,9,10-trimethoxy-5-(p-tolylsulfonyl)-7,11b-dihydro-6H-indeno[2,1-c]quinolin-6a-ol